C=C1C2=CN(C=3N=CN=C(N(C1)[C@H]1CN(CCC1)C(=O)OC(C)(C)C)C32)COCC[Si](C)(C)C (R)-tert-Butyl 3-(3-methylene-1-((2-(trimethylsilyl)ethoxy)methyl)-3,4-dihydro-1,5,6,8-tetraazaacenaphthylen-5(1H)-yl)piperidine-1-carboxylate